C(C)(C)(C)OP(=O)(OC(C)(C)C)OCOC(=O)N(CC(=O)OC(C)(C)C)CC=1C(=NC=CC1)NC tert-butyl N-((((di-tert-butoxyphosphoryl)oxy)methoxy)carbonyl)-N-((2-(methylamino)pyridin-3-yl)methyl)glycinate